OC[C@@]1(N2C[C@H]([C@H](C1=O)CC2)C(F)(F)F)COC (1S,2R,4R,5S)-2-(hydroxymethyl)-2-(methoxymethyl)-5-(trifluoromethyl)quinuclidin-3-one